N-(6-Amino-5-ethyl-3-pyridyl)-2-[(2S,5R)-5-methyl-2-[6-(methylamino)-3-pyridyl]-1-piperidyl]-2-oxo-acetamide NC1=C(C=C(C=N1)NC(C(=O)N1[C@@H](CC[C@H](C1)C)C=1C=NC(=CC1)NC)=O)CC